1-[(2R,3S,4R,5R)-5-ethynyl-3-fluoro-4-hydroxy-5-(hydroxymethyl)oxolan-2-yl]-5-methyl-3H-pyrimidine-2,4-dione C(#C)[C@]1([C@H]([C@@H]([C@@H](O1)N1C(NC(C(=C1)C)=O)=O)F)O)CO